1-(5-fluoro-2-methoxy-4-(3-(trifluoromethoxy)cyclobutyl)phenyl)-N-(isoxazol-3-yl)-N-(4-methoxybenzyl)-2-oxo-1,2-dihydroquinoline-6-sulfonamide FC=1C(=CC(=C(C1)N1C(C=CC2=CC(=CC=C12)S(=O)(=O)N(CC1=CC=C(C=C1)OC)C1=NOC=C1)=O)OC)C1CC(C1)OC(F)(F)F